P(=O)(OOCCCCCCCCCCCCCCCCCCC1=CC=CC=C1)([O-])[O-] phenyloctadecyloxy phosphate